ClC1=C2C(=C(N=N1)N)C=NC=C2 1-chloro-pyrido[3,4-d]pyridazin-4-amine